BrCC1C(CCC1)CBr 1,2-dibromomethylcyclopentane